3-(2-(4-(4-ethoxy-6-oxo-1H-pyridin-3-yl)-2-fluorophenyl)acetamido)-N-[(1-methylazetidin-3-yl)methyl]-5-(trifluoromethyl)benzamide C(C)OC=1C(=CNC(C1)=O)C1=CC(=C(C=C1)CC(=O)NC=1C=C(C(=O)NCC2CN(C2)C)C=C(C1)C(F)(F)F)F